3-(4-formyl-pyrimidine-2-yl)azetidine-1-carboxylic acid tert-butyl ester C(C)(C)(C)OC(=O)N1CC(C1)C1=NC=CC(=N1)C=O